Cl.COC(=O)[C@H]1N(CC(C1)=C)C (S)-methyl-4-methylenepyrrolidine-2-carboxylic acid methyl ester hydrochloride